O=C1N(CC2=CC(=CC=C12)C1=CC(=C2C(=N1)N(C=C2)C2COCC2)CN2CCCC2)C2C(NC(CC2)=O)=O 3-(1-oxo-5-(4-(pyrrolidin-1-ylmethyl)-1-(tetrahydrofuran-3-yl)-1H-pyrrolo[2,3-b]pyridin-6-yl)isoindolin-2-yl)piperidine-2,6-dione